(2S)-4-(2-chloro-6-((1-(methoxycarbonyl)-2,3-dihydro-1H-inden-1-yl)methyl)-5-nitropyrimidin-4-yl)-2-(cyanomethyl)piperazine-1-carboxylic acid benzyl ester C(C1=CC=CC=C1)OC(=O)N1[C@H](CN(CC1)C1=NC(=NC(=C1[N+](=O)[O-])CC1(CCC2=CC=CC=C12)C(=O)OC)Cl)CC#N